BrC=1C(=NC(=NC1)Cl)NC1=C(C=CC=C1)P(=O)(C)C 5-bromo-2-chloro-N-(2-dimethylphosphorylphenyl)pyrimidin-4-amine